β-alanylhistidine NCCC(=O)N[C@@H](CC1=CNC=N1)C(=O)O